[Cl-].C[N+]1(CCN(CC1)C)C N,N,N'-trimethyl-piperazinium chloride